Cl.O=S1(CC(CC1)N)=O 1,1-dioxothiolan-3-amine hydrochloride